NC1=C(C(N(N=C1)CC1=NC(=NO1)C[C@H](O)C1=CC=C(C=C1)Br)=O)C (S)-5-amino-2-((3-(2-(4-bromophenyl)-2-hydroxyethyl)-1,2,4-oxadiazol-5-yl)methyl)-4-methylpyridazin-3(2H)-one